COC1=C(C=CC=C1C1=NN(C=N1)C)NC1=NC(N(C=C1)C)NC1=NC(=CC=C1)C 4-((2-methoxy-3-(1-methyl-1H-1,2,4-triazol-3-yl)phenyl)amino)-N-methyl-2-((6-methylpyridin-2-yl)amino)pyrimidine